COC1=C(CN(S(=O)(=O)C=2C=C(C=NC2)N(C(C2=C(N=C(C=C2C)Cl)N2CCC(CC2)(F)F)=O)C=2C=NC=C(C2)S(N)(=O)=O)CC2=C(C=C(C=C2)OC)OC)C=CC(=C1)OC N-(5-(N,N-bis(2,4-dimethoxybenzyl)sulfamoyl)-pyridin-3-yl)-6-chloro-2-(4,4-difluoropiperidin-1-yl)-4-methyl-N-(5-sulfamoyl-pyridin-3-yl)-nicotinamide